CS(=O)(=O)C1(CC1)C1=NC=C(C=N1)O 2-(1-methanesulfonylcyclopropyl)pyrimidin-5-ol